BrCC1=CC(=C(C=C1)OC)Cl 4-(bromomethyl)-2-chloro-1-methoxybenzene